C(C1=CC=CC=C1)N1C[C@H](CC1)O (S)-N-benzyl-3-hydroxypyrrolidine